ClC=1C(=C(C(=NC1C)N1CCC(CCC1)(F)F)B(O)O)C [5-chloro-2-(4,4-difluoroazepan-1-yl)-4,6-dimethyl-3-pyridyl]boronic Acid